(S)-4-((tert-butoxyformyl)(4-(trifluoromethyl)benzyl)amino)-2-((tert-butoxyformyl)amino)butanoic acid C(C)(C)(C)OC(=O)N(CC[C@@H](C(=O)O)NC(=O)OC(C)(C)C)CC1=CC=C(C=C1)C(F)(F)F